4-(1,6-diazaspiro[3.5]nonan-6-yl)-7H-pyrrolo[2,3-d]pyrimidine N1CCC12CN(CCC2)C=2C1=C(N=CN2)NC=C1